C(C1=CC=CC=C1)OC1=NOC(=C1)CC(=O)NC(C(=O)NC1=CC(=C(C(=C1)F)[Si](C)(C)C)F)C1=CC=C(C=C1)COC 2-(((3-(benzyloxy)-1,2-oxazol-5-yl)acetyl)amino)-N-(3,5-difluoro-4-(trimethylsilyl)phenyl)-2-(4-(methoxymethyl)phenyl)acetamide